BrC1=CC=C2C=NN(C2=C1)CC(F)F 6-bromo-1-(2,2-difluoroethyl)indazole